4-(tert-butyl)-2-(3,5-di-tert-butyl-2-methoxyphenyl)pyridine menthylpyroglutamate C1(CC(C(CC1)C(C)C)N1[C@@H](CCC1=O)C(=O)O)C.C(C)(C)(C)C1=CC(=NC=C1)C1=C(C(=CC(=C1)C(C)(C)C)C(C)(C)C)OC